C(C)N1C=2N(C(N=C(C2N=C1CC#N)N1[C@H](CN([C@@H](C1)C)C(C)C1=CC(=NC=C1)NC(C)C)C)=O)C 2-(9-ethyl-6-((2S,5R)-4-(1-(2-(isopropylamino)pyridin-4-yl)ethyl)-2,5-dimethylpiperazin-1-yl)-3-methyl-2-oxo-3,9-dihydro-2H-purin-8-yl)acetonitrile